(3R,4R)-1-(Ethylsulfonyl)-4-((R)-5H-imidazo[5,1-a]isoindol-5-yl)pyrrolidin-3-ol C(C)S(=O)(=O)N1C[C@@H]([C@H](C1)[C@H]1N2C(C3=CC=CC=C13)=CN=C2)O